oxazolidin-2-one 2,2,2-trifluoroacetate FC(C(=O)O)(F)F.O1C(NCC1)=O